2-chloro-4-(4-fluorophenyl)nicotinonitrile ClC1=C(C#N)C(=CC=N1)C1=CC=C(C=C1)F